(1-(5-((3-(trifluoromethoxy)phenyl)thio)pyrazin-2-yl)piperidin-4-yl)methylamine FC(OC=1C=C(C=CC1)SC=1N=CC(=NC1)N1CCC(CC1)CN)(F)F